2-(5-Methyl-2-(2-oxo-1,2,3,4-tetrahydroquinolin-6-yl)piperidin-1-yl)-2-oxoacetic acid CC1CCC(N(C1)C(C(=O)O)=O)C=1C=C2CCC(NC2=CC1)=O